ethyl 4-(2,2,2-trifluoro-1-(methylamino)ethyl)picolinate FC(C(NC)C1=CC(=NC=C1)C(=O)OCC)(F)F